(S)-5-({p-[2-(5-Ethyl-2-pyridyl)ethoxy]phenyl}methyl)-(5-2H)-1,3-thiazolidine-2,4-dione C(C)C=1C=CC(=NC1)CCOC1=CC=C(C=C1)C[C@]1(C(NC(S1)=O)=O)[2H]